(2R,6R)-2-((2R,3aS,5aS,9aS,9bS)-4-hydrazineylidene-3-methyldodecahydro-3,5a-epoxycyclopenta[a]naphthalen-2-yl)-6-methylpiperidine N(N)=C1[C@@H]2[C@@H]3[C@@H]4CCCC[C@@]4(C1)OC2([C@H](C3)[C@@H]3N[C@@H](CCC3)C)C